(2Z,7aS)-2-ethylidene-5-oxotetrahydro-1H-pyrrolizine C(/C)=C/1\C[C@@H]2CCC(N2C1)=O